2-[4-(Aminomethyl)-2-azabicyclo[2.1.1]hex-2-yl]-N-(5-cyclopropyl-1H-pyrazol-3-yl)pyrimidin-4-amine NCC12CN(C(C1)C2)C2=NC=CC(=N2)NC2=NNC(=C2)C2CC2